bis(2,4,6-trimethylphenyl)borane CC1=C(C(=CC(=C1)C)C)BC1=C(C=C(C=C1C)C)C